6-(3,5-Difluorobenzyl)-1-methyl-5,6,7,8-tetrahydropyrido[3,4-d]pyridazin-4(3H)-one FC=1C=C(CN2CC=3C(NN=C(C3CC2)C)=O)C=C(C1)F